N'-((1-((1r,4r)-4-(cyanomethyl)cyclohexyl)-6-(phenylsulfonyl)-1,6-dihydroimidazo[4,5-d]pyrrolo[2,3-b]pyridin-2-yl)methoxy)adamantane-1-carboximidamide C(#N)CC1CCC(CC1)N1C(=NC=2C1=C1C(=NC2)N(C=C1)S(=O)(=O)C1=CC=CC=C1)CON=C(N)C12CC3CC(CC(C1)C3)C2